1-methyl-3-methyl-7-methoxy-9H-β-carboline CC1=NC(=CC=2C3=CC=C(C=C3NC12)OC)C